ethyl 1-((diisopropoxyphosphoryl) methyl)-2-((1-methyl-4-oxo-2-(trifluoromethyl)-1,4-dihydroquinolin-7-yl) amino)-1H-imidazole-4-carboxylate C(C)(C)OP(=O)(OC(C)C)CN1C(=NC(=C1)C(=O)OCC)NC1=CC=C2C(C=C(N(C2=C1)C)C(F)(F)F)=O